benzyl-4-{5-[1-(methoxycarbonyl)cyclopropyl]pyrimidin-2-yl}piperazine C(C1=CC=CC=C1)N1CCN(CC1)C1=NC=C(C=N1)C1(CC1)C(=O)OC